C(C)(=O)C1=NN(C2=CC=C(C=C12)C=1C=NC(=NC1)C)CC(=O)N1[C@@H](C[C@@H](C1)O)C(=O)NC1=NC(=CC=C1)Br (2S,4S)-1-(2-(3-Acetyl-5-(2-methylpyrimidin-5-yl)-1H-indazol-1-yl)acetyl)-N-(6-bromopyridin-2-yl)-4-hydroxypyrrolidine-2-carboxamide